N-(3-(5-chlorobenzo[d]oxazol-2-yl)-2-methylphenyl)-2,4-difluorobenzamide ClC=1C=CC2=C(N=C(O2)C=2C(=C(C=CC2)NC(C2=C(C=C(C=C2)F)F)=O)C)C1